C(#N)N1[C@@H](CCC1)C(=O)O cyano-proline